1,1-dibromomethyl ether BrC(Br)OC(Br)Br